NC1=NNC2=CC=C(C=C12)C1=CC(=NC=C1)NC(=O)NCC1=CC=CC=C1 1-(4-(3-amino-1H-indazol-5-yl)pyridin-2-yl)-3-benzylurea